ClC1=CC=C(C=C1)N1C(=CC2=CC=C(C=C12)C=O)C 1-(4-chlorophenyl)-2-methyl-1H-indole-6-carbaldehyde